S1N=CC(=C1)CNC(=O)[C@H]1N2C3=C(C=CC=C3C1)CC[C@@H](C2=O)NC([C@H]([C@H](CC)C)NC(COCCF)=O)=O (2S,5S)-5-{(2S,3S)-2-[2-(2-Fluoro-ethoxy)-acetylamino]-3-methyl-pentanoylamino}-4-oxo-1,2,4,5,6,7-hexahydro-azepino[3,2,1-hi]indole-2-carboxylic acid (isothiazol-4-ylmethyl)-amide